BrC=1C(=NC=CC1)CC(C)O 1-(3-bromopyridin-2-yl)propan-2-ol